ClC1=C(C=CC=C1)C1=CC=2N(C(N(C(C2S1)=O)C1=CN=CC2=CC=CC=C12)=O)CC1CCOCC1 6-(2-chlorophenyl)-3-(isoquinolin-4-yl)-1-((tetrahydro-2H-pyran-4-yl)methyl)thieno[3,2-d]pyrimidine-2,4(1H,3H)-dione